C(C)C1(CN2CCC1CC2)NC(=O)NC(C)(C)C2=CC=C(C=C2)C(=O)N2CCN(CC2)C2=CC=CC=C2 1-(3-Ethylquinuclidin-3-yl)-3-(2-(4-(4-phenylpiperazine-1-carbonyl)phenyl)propan-2-yl)urea